N1=CN=CC(=C1)C(=O)N 5-PYRIMIDINECARBOXAMIDE